(S,E)-6-(4-(2-(((2-aminopropylidene)amino)oxy)acetyl)piperazin-1-yl)nicotinonitrile N[C@H](\C=N\OCC(=O)N1CCN(CC1)C1=NC=C(C#N)C=C1)C